FC(CCC=1OC(=CN1)C=1C=CC(=NC1)C#N)(F)F 5-(2-(3,3,3-trifluoropropyl)oxazol-5-yl)picolinonitrile